4-bromo-2-(3-fluoropropoxy)-1-methoxybenzene BrC1=CC(=C(C=C1)OC)OCCCF